O=C1N(CCOC1C(=O)OC(C)(C)C)C(=O)OC(C)(C)C di-tert-butyl 3-oxomorpholine-2,4-dicarboxylate